CCC=CCCCC=CCCC Dodeca-3,8-diene